O1CCC(CC1)N1CC2=NC(=C(C=C2C1=O)CC=1C=CC(=NC1)C=1C=NN(C1)C)C 6-(tetrahydropyran-4-yl)-2-methyl-3-[2-(1-methyl-1H-pyrazol-4-yl)pyridin-5-ylmethyl]-6,7-dihydropyrrolo[3,4-b]pyridin-5-one